1-(naphthalene-2-yl)-1-ethanone C1=C(C=CC2=CC=CC=C12)C(C)=O